CC1=NC(=NC=C1)OC1=CC=C(C=C1)C1=CSC2=C1C(=NC=C2)N 3-(4-((4-methylpyrimidin-2-yl)oxy)phenyl)thieno[3,2-c]pyridin-4-amine